(R)-N-((S)-1-(3-(difluoromethoxy)phenyl)butyl)-2-methylpropane-2-sulfinamide FC(OC=1C=C(C=CC1)[C@H](CCC)N[S@](=O)C(C)(C)C)F